[Li+].[Si](C)(C)(C(C)(C)C)OCCS(=O)(=O)C=1C(=CC(=C(C(=O)[O-])C1)F)C 5-((2-((tert-butyldimethylsilyl)oxy)ethyl)sulfonyl)-2-fluoro-4-methylbenzoate lithium salt